FC(C=1C=C(C=C(C1)C(F)(F)F)C1=NN(C=N1)\C=C/C(=O)NNC(CN1CCOCC1)=O)(F)F (Z)-3-(3-(3,5-bis(trifluoromethyl)phenyl)-1H-1,2,4-triazol-1-yl)-N'-(2-morpholinoacetyl)acrylohydrazide